4-(4-(2-((2-chloro-4-(trifluoromethyl)phenyl)amino)-2-oxoethyl)-2-(cyclohept-1-en-1-yl)-5-ethyl-7-oxo-4,7-dihydro-[1,2,4]triazolo[1,5-a]pyrimidin-6-yl)piperazine ClC1=C(C=CC(=C1)C(F)(F)F)NC(CN1C=2N(C(C(=C1CC)N1CCNCC1)=O)N=C(N2)C2=CCCCCC2)=O